ClC1=CC=C2C=CN=C(C2=C1)NC=1C=CC(=NC1)C(=O)NCC1=CC(=CC=C1)OC 5-((7-chloroisoquinolin-1-yl)amino)-N-(3-methoxybenzyl)pyridinecarboxamide